pentadecyloxy-2,5-diaminobenzene C(CCCCCCCCCCCCCC)OC1=C(C=CC(=C1)N)N